COC1=CC=C(CN2N=CC3=CC(=CC=C23)N)C=C1 1-(4-methoxybenzyl)-1H-indazol-5-amine